1-(2-((2-((3-chloro-2-fluorophenylmethyl)amino)-2-oxoethyl)(ethyl)amino)-2-oxoethyl)-1H-indazole-3-carboxamide ClC=1C(=C(C=CC1)CNC(CN(C(CN1N=C(C2=CC=CC=C12)C(=O)N)=O)CC)=O)F